cycloheptyl α-chloroacrylate ClC(C(=O)OC1CCCCCC1)=C